(E)-1-(2,4-Dihydroxyphenyl)-3-[4-[(2E)-3,7-dimethyl-octa-2,6-dienoxy]phenyl]prop-2-en-1-one OC1=C(C=CC(=C1)O)C(\C=C\C1=CC=C(C=C1)OC\C=C(\CCC=C(C)C)/C)=O